ClC=1C=C(C=CC1OCC1CC1)C1=CC(=CN=N1)C(=O)NCC1=C(C=CC=C1)N1CCOCC1 6-[3-chloro-4-(cyclopropylmethoxy)phenyl]-N-[(2-morpholinophenyl)methyl]pyridazine-4-carboxamide